(S)-N-(2-bromo-6-chlorophenyl)-2-((1-(1-(dimethylamino)propan-2-yl)-1H-pyrazol-4-yl)amino)-4-ethoxypyrimidine BrC1=C(C(=CC=C1)Cl)N1[C@@H](N=C(C=C1)OCC)NC=1C=NN(C1)C(CN(C)C)C